benzyl 4-[4-(4-piperidylmethyl)piperidine-1-carbonyl]piperidine-1-carboxylate N1CCC(CC1)CC1CCN(CC1)C(=O)C1CCN(CC1)C(=O)OCC1=CC=CC=C1